NC1=C(C=CC=C1)[N-]C1=CC=CC2=CC(=CC=C12)OC1=CC=NC2=CC(=CC=C12)OC N-(2-aminophenyl)-6-(7-methoxyquinoline-4-oxy)-1-naphthylamide